4-fluoro-N-(1-(5-(4-methoxypyridin-2-yl)-5,6,7,8-tetrahydro-1,5-naphthyridin-2-yl)ethyl)benzamide FC1=CC=C(C(=O)NC(C)C2=NC=3CCCN(C3C=C2)C2=NC=CC(=C2)OC)C=C1